(1S,9R)-1-methyl-16-azatetracyclo[7.6.1.02,7.010,15]hexadeca-2,4,6,10,12,14-hexaene C[C@]12C3=CC=CC=C3C[C@H](C3=CC=CC=C31)N2